C1(=CC=C(C=C1)[Al](C1=CC=C(C=C1)C)C1=CC=C(C=C1)C)C Tri(p-tolyl)aluminium